[2-(3-methoxyphenyl)ethyl]({2-[(9R)-9-(pyridin-2-yl)-6-oxaspiro[4.5]decan-9-yl]ethyl})amine COC=1C=C(C=CC1)CCNCC[C@]1(CCOC2(CCCC2)C1)C1=NC=CC=C1